ClC1=CC(=NC=C1CCl)Cl 4,6-Dichloronicotinyl chloride